N,O-Bis(trimethylsilyl)-trifluoroacetamide C[Si](C)(C)/N=C(\C(F)(F)F)/O[Si](C)(C)C